6-(piperidin-4-yl)-1a,2,4,7b-tetrahydrocyclopropa[4,5]thiopyrano[2,3-b]pyridin-5(1H)-one hydrochloride Cl.N1CCC(CC1)C1=CC2=C(NC1=O)SCC1C2C1